4-(6-(4,4-difluoropiperidine-1-carbonyl)-3H-[1,2,3]triazolo[4,5-b]pyridin-3-yl)-N-((dimethylamino)methylene)benzamide FC1(CCN(CC1)C(=O)C=1C=C2C(=NC1)N(N=N2)C2=CC=C(C(=O)N=CN(C)C)C=C2)F